(2R,3S)-2-(3-(6-(trifluoromethyl)-1H-benzo[d]imidazol-1-yl)propyl)piperidin-3-ol FC(C=1C=CC2=C(N(C=N2)CCC[C@H]2NCCC[C@@H]2O)C1)(F)F